OC=1C=CC(=C(C1)C=1C(=C(N=C2[C@@H]3CC[C@H](C12)C3)N3CC1(CN(C1)C(C=C)=O)CC3)C#N)C (P)-(1R,8S)-6-(5-hydroxy-2-methylphenyl)-4-(2-(2-propenoyl)-2,6-diazaspiro[3.4]octan-6-yl)-3-azatricyclo[6.2.1.02,7]undeca-2,4,6-triene-5-carbonitrile